(3R)-3-[tert-butyl-(dimethyl)silyl]oxy-3-(3,4-difluorophenyl)propanoic acid methyl ester COC(C[C@H](C1=CC(=C(C=C1)F)F)O[Si](C)(C)C(C)(C)C)=O